ethyl ethanesulphonate C(C)S(=O)(=O)OCC